C1(CC1)C=1C=CC(=NC1)C(C)NCC 1-(5-cyclopropylpyridin-2-yl)-N-ethylethan-1-amine